2-trifluoromethyl-benzenesulfonamide (E)-1-phenylpenta-1,4-diene-3-yl-pivalate C1(=CC=CC=C1)\C=C\C(C=C)CC(C(=O)O)(C)C.FC(C1=C(C=CC=C1)S(=O)(=O)N)(F)F